(terphenylyl)[di(phenyl)triazinyl]dibenzofuran C1(=C(C=CC=C1)C1=C(C2=C(OC3=C2C=CC=C3)C=C1)C1=NN=NC(=C1C1=CC=CC=C1)C1=CC=CC=C1)C=1C(=CC=CC1)C1=CC=CC=C1